N-methyl-6-(2-methyl-2H-indazol-5-yl)-N-(2-methylpiperidin-4-yl)-1,3-benzothiazol-2-amine hydrochloride Cl.CN(C=1SC2=C(N1)C=CC(=C2)C2=CC1=CN(N=C1C=C2)C)C2CC(NCC2)C